(5S,7R,8R,9S,10R)-8-hydroxy-7-(hydroxymethyl)-3-methyl-9-(4-(3,4,5-trifluorophenyl)-1H-1,2,3-triazol-1-yl)-1,6-dioxaspiro[4.5]decan-10-yl picolinate N1=C(C=CC=C1)C(=O)O[C@@H]1[C@H]([C@H]([C@H](O[C@@]12CC(CO2)C)CO)O)N2N=NC(=C2)C2=CC(=C(C(=C2)F)F)F